tertiaryamyl peroxyisobutyrate C(C(C)C)(=O)OOC(C)(C)CC